7-tert-butyl-2-phenylbenzoxazole C(C)(C)(C)C1=CC=CC=2N=C(OC21)C2=CC=CC=C2